N-{[5-(3,3-difluorocyclobutyl)-6-fluoropyridin-2-yl](phenyl)methyl}-1-[2-(2,4-dioxo-1,2,3,4-tetrahydropyrimidin-1-yl)acetyl]-4-fluoropyrrolidine-2-carboxamide FC1(CC(C1)C=1C=CC(=NC1F)C(NC(=O)C1N(CC(C1)F)C(CN1C(NC(C=C1)=O)=O)=O)C1=CC=CC=C1)F